C12(C(C1)C(=O)O)CCOC1=CC=CC=C12 trans-Spiro[chromane-4,1'-cyclopropane]-2'-carboxylic acid